CN(C=1NC(C=2NC=NC2N1)=S)C N2,N2-dimethyl-6-thioguanine